FC(C(=O)O)(F)F.FC(C(=O)O)(F)F.C1=C(C=CC2=CC=CC=C12)O naphthalen-2-ol ditrifluoro-acetate